4-acetoxy-6-fluoro-3-(N-ethylaminoethyl)indole C(C)(=O)OC1=C2C(=CNC2=CC(=C1)F)CCNCC